NC1=NN(C(=C1C)C(=O)OC)C methyl 3-amino-1,4-dimethyl-1H-pyrazole-5-carboxylate